Cl.NCC1=CNC(C2=CC=C(C=C12)C=1C=NN(C1C1=C(C#N)C(=CC=C1)OC1CC1)C)=O 2-(4-(4-(aminomethyl)-1-oxo-1,2-dihydroisoquinolin-6-yl)-1-methyl-1H-pyrazol-5-yl)-6-cyclopropoxybenzonitrile hydrochloride